COC1=CC=C(C=C1)C(C1CO1)OC(C1CO1)C1=CC=C(C=C1)OC 4-Methoxyphenyl-glycidylether